4-(10,15,20-tris(4-(methoxycarbonyl)phenyl)porphyrin-5-yl)benzoic acid COC(=O)C1=CC=C(C=C1)C=1C=2C=CC(=C(C3=CC=C(N3)C(=C3C=CC(C(=C4C=CC1N4)C4=CC=C(C=C4)C(=O)OC)=N3)C3=CC=C(C=C3)C(=O)OC)C3=CC=C(C(=O)O)C=C3)N2